6-bromo-3-cyclopentyl-5-methyl-quinazolin-4(3H)-one BrC=1C(=C2C(N(C=NC2=CC1)C1CCCC1)=O)C